ClC1=C(C(=CC(=C1)C(C(F)(F)F)(C(F)(F)F)F)Cl)N1N=CC(=C1)C=1SC=CN1 2-{1-[2,6-Dichloro-4-(1,1,1,2,3,3,3-heptafluoropropan-2-yl)phenyl]-1H-pyrazol-4-yl}-1,3-thiazol